(2R,5R)-N-(4-tert-butylphenyl)-N-[2-(cyclohexylamino)-2-oxo-1-(3-pyridyl)ethyl]-5-methyl-pyrrolidine-2-carboxamide C(C)(C)(C)C1=CC=C(C=C1)N(C(=O)[C@@H]1N[C@@H](CC1)C)C(C(=O)NC1CCCCC1)C=1C=NC=CC1